C(C)C=1C=C(C=CC1)C(C(=O)N1CC2=C(N=C(NC2=O)C2(CC2)C2=CC=CC=C2)CC1)O 6-(2-(3-ethylphenyl)-2-hydroxyacetyl)-2-(1-phenylcyclopropyl)-5,6,7,8-tetrahydropyrido[4,3-d]pyrimidin-4(3H)-one